C[C@@](COC1=NC=C(C=C1C(F)(F)F)C1=CC=NC2=CC=CC=C12)(CC(C)C)N (S)-2,4-dimethyl-1-((5-(quinolin-4-yl)-3-(trifluoromethyl)pyridin-2-yl)oxy)pentan-2-amine